NC=1N=NC(=CC1C1=NC=CC(=C1)C1CCN(CC1)C1CCC(CC1)C1=CC=CC=2N(CCOC21)[C@H]2C(NC(CC2)=O)=O)C2=C(C(=CC=C2)F)O (3R)-3-[8-[4-[4-[2-[3-amino-6-(3-fluoro-2-hydroxy-phenyl)pyridazin-4-yl]-4-pyridyl]-1-piperidyl]cyclohexyl]-2,3-dihydro-1,4-benzoxazin-4-yl]piperidine-2,6-dione